FC1(C(N2C(C3=CC=CC(=C13)F)(O2)C=2C=NC1=CC=CC=C1C2)(C)C)F 4,4,5-trifluoro-3,3-dimethyl-8b-quinolin-3-yl-4,8b-dihydro-3H-oxaziridino[3,2-a]isoquinoline